CN(C1=NC(N(C2=CC=CC=C12)C(=O)N)=O)C 4-(dimethylamino)-2-oxoquinazolin-1(2H)-carboxamide